(S)-1-(4-(1H-Pyrazol-5-yl)phenyl)ethan-1-amine, hydrochloride Cl.N1N=CC=C1C1=CC=C(C=C1)[C@H](C)N